[C@H]12CN(C[C@H](CC1)N2)C=2C1=C(N=C(N2)OC[C@H]2N(CCC2)C)CN(CC1)C1=CC=CC2=CC=CC(=C12)Cl 4-((1R,5S)-3,8-diazabicyclo[3.2.1]oct-3-yl)-7-(8-chloronaphthalen-1-yl)-2-(((S)-1-methylpyrrolidin-2-yl)methoxy)-5,6,7,8-tetrahydropyrido[3,4-d]pyrimidine